FCCCN1CC(C1)=CC1=CC=C(C=C1)C1=C(CCCC2=C1C=CC=C2)C2=CC(=CC(=C2)C(F)(F)F)C 9-(4-((1-(3-Fluoropropyl)azetidin-3-yliden)methyl)phenyl)-8-(3-methyl-5-(trifluoromethyl)phenyl)-6,7-dihydro-5H-benzo[7]annulen